COC(=O)C1=C(NC=2CC(CC(C2C1C1=CC=C(C=C1)F)=O)C1=C(C=CC=C1)OC)C methyl-4-(4-fluorophenyl)-7-(2-methoxyphenyl)-2-methyl-5-oxo-1,4,5,6,7,8-hexahydro-3-quinolinecarboxylate